FC(F)(F)C(C(C(C(C(C(F)(F)F)(F)F)(OCC)F)(F)F)(F)F)(F)F (trifluoromethyl)-3-ethoxydodecafluorohexane